3-(N,N-dimethyl-aminopropyl)-aminopropyl-methyl-dimethoxysilane CN(C)CCCC(CC[Si](OC)(OC)C)N